C(C=C)(=O)N1[C@H](CN(CC1)C1=NC(=NC2=CC(=CC=C12)C1=CN=CC=2CCCCC12)OCC12CCCN2CCC1)CC#N (S)-2-(1-acryloyl-4-(2-((tetrahydro-1H-pyrrolizin-7a(5H)-yl)methoxy)-7-(5,6,7,8-tetrahydroisoquinolin-4-yl)quinazolin-4-yl)piperazin-2-yl)acetonitrile